C(#C)C=1C=CC=C2C=CC=C(C12)C1=CC=C2C(=NC(=NC2=C1F)OC[C@]12CCCN2C[C@@H](C1)F)N1[C@H](CNCC1)C 7-(8-ethynylnaphthalen-1-yl)-8-fluoro-2-(((2R,7aS)-2-fluorotetrahydro-1H-pyrrolizin-7a(5H)-yl)methoxy)-4-((S)-2-methylpiperazin-1-yl)quinazoline